C1(CC1)N(CC[C@@H](C(=O)O)NC(=O)OCC1=C(C=C(C=C1)F)F)CCCCC1=NC=2NCCCC2C=C1 (S)-4-(cyclopropyl(4-(5,6,7,8-tetrahydro-1,8-naphthyridin-2-yl)butyl)amino)-2-((((2,4-difluorobenzyl)oxy)carbonyl)amino)butanoic acid